N-ethyl-N-methyl-4-(9H-pyrido[3,4-b]indol-9-yl)butan-1-amine C(C)N(CCCCN1C2=C(C3=CC=CC=C13)C=CN=C2)C